The molecule is a dicarboxylic acid monoanion that is the conjugate base of 2-aminomuconic acid. It is the major microspecies at pH 7.3 (according to Marvin v 6.2.0.). It has a role as a human metabolite. It is a conjugate base of a 2-aminomuconic acid. It is a conjugate acid of a 2-aminomuconate(2-). C(=C/C(=O)O)\\C=C(\\C(=O)[O-])/N